BrCC1=NC=C(N=C1)OC bromomethyl-5-methoxypyrazine